4-(3-iodo-1H-indazol-6-yl)piperazine-1-carboxylic acid tert-butyl ester C(C)(C)(C)OC(=O)N1CCN(CC1)C1=CC=C2C(=NNC2=C1)I